tert-butyl 4-bromo-2,6-difluoro-benzoate BrC1=CC(=C(C(=O)OC(C)(C)C)C(=C1)F)F